1,3,6-trimethyl-1,7-dihydro-2H-imidazo[4,5-g]quinazoline-2,8(3H)-dione CN1C(N(C=2C1=CC=1C(NC(=NC1C2)C)=O)C)=O